2-(2,2-dimethyl-3,6-dihydro-2H-pyran-4-yl)-4,4,5,5-tetramethyl-1,3,2-dioxaborolane CC1(OCC=C(C1)B1OC(C(O1)(C)C)(C)C)C